C(CCCCCCCCC)(=O)OCCCCCCCCCCCCCCCCCCCCCCCCCCCCCC triacontyl decanoate